Cyclohexanecarboxylic acid 1-oxo-1-(2-methyl-4-tert-butylphenyl)-2-propyl ester O=C(C(C)OC(=O)C1CCCCC1)C1=C(C=C(C=C1)C(C)(C)C)C